FC(C1=CC=2CN[C@@H]3N(C2N=C1)CCNC3)(F)F (R)-3-(trifluoromethyl)-5,6,6a,7,9,10-hexahydro-8H-pyrazino[1,2-a]pyrido[3,2-e]pyrimidin